2-[(3R)-3-(1-{3-[(1R)-1-(2,4-dichlorophenyl)ethyl]-2-methylimidazo[4,5-b]pyrazin-5-yl}azetidin-3-yl)piperidin-1-yl]ethanol ClC1=C(C=CC(=C1)Cl)[C@@H](C)N1C(=NC2=NC=C(N=C21)N2CC(C2)[C@@H]2CN(CCC2)CCO)C